NC1=NC(=NC=2N1N=C(N2)C=2OC=CC2)NCCC2=CC=C(C=C2)NC(CN2CCC(CC2)(F)F)=O N-(4-(2-((7-amino-2-(furan-2-yl)-[1,2,4]triazolo[1,5-a][1,3,5]triazin-5-yl)amino)ethyl)-phenyl)-2-(4,4-difluoropiperidin-1-yl)acetamide